FC=1C=CC(=C(C1)C1CCN(CC1)[C@@H]1COC2(CN(C2)C=2OC=NN2)C1)OC[C@@H]1COCC1 (S)-7-(4-(5-fluoro-2-(((S)-tetrahydrofuran-3-yl)methoxy)phenyl)piperidin-1-yl)-2-(1,3,4-oxadiazol-2-yl)-5-oxa-2-azaspiro[3.4]octane